tert-butyl ((2R,4S,5R)-5-((S)-N,S-dimethylsulfonimidoyl)-2-((S)-1-(4-fluorophenyl)-1,2,3,4-tetrahydroisoquinoline-2-carbonyl)tetrahydro-2H-pyran-4-yl)carbamate CN=[S@](=O)(C)[C@@H]1[C@H](C[C@@H](OC1)C(=O)N1[C@H](C2=CC=CC=C2CC1)C1=CC=C(C=C1)F)NC(OC(C)(C)C)=O